1-(3-(3-(4-(((5-fluoro-4-oxo-2-(((tetrahydro-2H-pyran-4-yl)thio)methyl)-3,4-dihydroquinazolin-7-yl)oxy)methyl)piperidin-1-yl)prop-1-yn-1-yl)phenyl)dihydropyrimidine-2,4(1H,3H)-dione FC1=C2C(NC(=NC2=CC(=C1)OCC1CCN(CC1)CC#CC=1C=C(C=CC1)N1C(NC(CC1)=O)=O)CSC1CCOCC1)=O